1-(3-phenylpropyl)-1H-benzo[d]Imidazole-4-carboxamide C1(=CC=CC=C1)CCCN1C=NC2=C1C=CC=C2C(=O)N